(R)-7-(3-(2-(1H-Pyrazolo[3,4-b]pyrazin-3-yl)thiazol-4-yl)phenyl)-6,7-dihydro-5H-pyrrolo[1,2-a]imidazol-7-ol N1N=C(C=2C1=NC=CN2)C=2SC=C(N2)C=2C=C(C=CC2)[C@@]2(CCN1C2=NC=C1)O